(R)-3-acetylamino-piperidine-1-carboxylic acid tert-butyl ester C(C)(C)(C)OC(=O)N1C[C@@H](CCC1)NC(C)=O